6-(2,5-dichloropyrimidin-4-yl)-1-methyl-1H-benzo[d]imidazole ClC1=NC=C(C(=N1)C=1C=CC2=C(N(C=N2)C)C1)Cl